3-fluoro-2-hydroxy-5-[6-[4-methyl-2-(pyrimidin-2-yloxymethyl)thiazol-5-yl]-2-pyridinyl]benzonitrile FC=1C(=C(C#N)C=C(C1)C1=NC(=CC=C1)C1=C(N=C(S1)COC1=NC=CC=N1)C)O